3-(1-aminocyclopentyl)-1-({3,4-difluoro-2-[(2-fluoro-4-iodophenyl)amino]phenyl}carbonyl)azetidin-3-ol acetate salt C(C)(=O)O.NC1(CCCC1)C1(CN(C1)C(=O)C1=C(C(=C(C=C1)F)F)NC1=C(C=C(C=C1)I)F)O